1-(tert-butyl) 3-methyl (R)-4-(4-((tert-butoxycarbonyl)amino)-3'-(trifluoromethyl)-[1,1'-biphenyl]-3-carbonyl)piperazine-1,3-dicarboxylate C(C)(C)(C)OC(=O)NC1=C(C=C(C=C1)C1=CC(=CC=C1)C(F)(F)F)C(=O)N1[C@H](CN(CC1)C(=O)OC(C)(C)C)C(=O)OC